C(C)C1=CC2=C(N=C(N=C2)NC2=CC=C(C=C2)N2CCC(CC2)N2CCN(CC2)C)N1C1=CC=CC(=N1)N=S(=O)(C)C ((6-(6-ethyl-2-((4-(4-(4-methylpiperazin-1-yl)piperidin-1-yl)phenyl)amino)-7H-pyrrolo[2,3-d]pyrimidin-7-yl)pyridin-2-yl)imino)dimethyl-λ6-sulfanone